N-[(15aS,16R,17S)-17-fluoro-7-methyl-1-oxo-2,3,15a,16,17,18-hexahydro-1H,15H-4,8-(azeno)-14,10-(metheno)pyrrolo[1,2-j][1,8,10]oxadiazacycloheptadecin-16-yl]ethanesulfonamide F[C@@H]1[C@@H]([C@H]2N(C(NCC=3C=CC(=C(OC=4C=CC=C(C2)C4)N3)C)=O)C1)NS(=O)(=O)CC